The molecule is a potassium salt having sorbate as the counterion. It has a role as an antimicrobial food preservative. It contains an (E,E)-sorbate. C/C=C/C=C/C(=O)[O-].[K+]